COC1=C(C=C(C=C1)OC)NC(=S)N1C[C@](CC1)(C1=NC=CN=C1)C1=CC(=C(C=C1)C)F (R)-N-(2,5-dimethoxyphenyl)-3-(3-fluoro-4-methylphenyl)-3-(pyrazin-2-yl)pyrrolidine-1-carbothioamide